1-[2-(5-{1-[(6,7-dimethoxy-2-methylquinazolin-4-yl)amino]ethyl}thiophen-2-yl)phenyl]-2-phenylethanol COC=1C=C2C(=NC(=NC2=CC1OC)C)NC(C)C1=CC=C(S1)C1=C(C=CC=C1)C(CC1=CC=CC=C1)O